C(C1=CC=CC=C1)(=S)SC(C)(C)C1=CC=C(C=C1)Cl 2-(4-chlorophenyl)-propan-2-yl dithiobenzoate